FC=1C=C(COC2=CC(=C(C=O)C=C2)C)C=CC1 4-(3-fluorobenzyloxy)-2-methylbenzaldehyde